N1C=C(C=2C1=CN=CC2)\C=C/2\C(NC(S2)=O)=O (Z)-5-((1H-pyrrolo[2,3-c]pyridin-3-yl)methylene)thiazolidine-2,4-dione